butyl 4-(4-(1-(4-(methylsulfonyl)phenyl)ethoxy)phenyl)-1H-imidazole-1-carboxylate CS(=O)(=O)C1=CC=C(C=C1)C(C)OC1=CC=C(C=C1)C=1N=CN(C1)C(=O)OCCCC